6-(4-aminophenyl)-7-ethyl-5-{3-fluoro-4-[(4-methylpyrimidin-2-yl)oxy]phenyl}-5H-pyrrolo[3,2-d]pyrimidine-4-amine NC1=CC=C(C=C1)C1=C(C=2N=CN=C(C2N1C1=CC(=C(C=C1)OC1=NC=CC(=N1)C)F)N)CC